O(C1=CC=CC=C1)C=1C=C(C=NC1)C1=CC(=C(C(=O)O)C=C1)O 4-(5-phenoxypyridine-3-yl)2-hydroxybenzoic acid